C(C)(=O)N1[C@H](CCC2=CC(=CC=C12)C=1C=C(CNC(CC=2N=C3N(C=C(N=C3N3CCOCC3)Cl)C2)=O)C=CC1)C (S)-N-(3-(1-Acetyl-2-methyl-1,2,3,4-tetrahydroquinolin-6-yl)benzyl)-2-(6-chloro-8-morpholinoimidazo[1,2-a]pyrazin-2-yl)acetamide